4-methylcyclohexanecarboxylic acid CC1CCC(CC1)C(=O)O